3-bromo-N-(cyclobutylmethyl)-4-fluorobenzamide BrC=1C=C(C(=O)NCC2CCC2)C=CC1F